CN(CC(CO)(F)F)C 3-(Dimethylamino)-2,2-difluoropropan-1-ol